C(C)N(C=1C2=C(N=C(N1)C1=CC=NC=C1)C=NC=C2)C N-ethyl-N-methyl-2-(pyridin-4-yl)pyrido[3,4-d]pyrimidin-4-amine